CN(C)CC=1C=C(OC2CCN(CC2)CC(CC#N)N2N=CC(=C2)C=2C3=C(N=CN2)NC=C3)C=C(C1)F 4-(4-{3-[(dimethylamino)methyl]-5-fluorophenoxy}piperidin-1-yl)-3-[4-(7H-pyrrolo[2,3-d]pyrimidin-4-yl)-1H-pyrazol-1-yl]butyronitrile